COC=1C(=C(C(=CC1)C)C1=CC=2C(=NC(=NC2)NC)N2C1=NC=N2)C 4-(3-methoxy-2,6-dimethylphenyl)-N-methyl-[1,2,4]triazolo[1',5':1,6]pyrido[2,3-d]pyrimidin-8-amine